ethyl 6-acetoxy-4-oxo-1,4-dihydroquinoline-3-carboxylate C(C)(=O)OC=1C=C2C(C(=CNC2=CC1)C(=O)OCC)=O